2-amino-3-oxo-3H-phenol NC1C(=CC=CC1=O)O